6-chloro-3-[5-[4-(4-methoxyphenyl)phenyl]-4,5-dihydro-1H-pyrazol-3-yl]-4-phenyl-1H-quinolin-2-one ClC=1C=C2C(=C(C(NC2=CC1)=O)C1=NNC(C1)C1=CC=C(C=C1)C1=CC=C(C=C1)OC)C1=CC=CC=C1